(2S,4R)-1-((S)-3,3-dimethyl-2-(1H-1,2,3-triazol-1-yl)butanoyl)-4-hydroxy-N-methylpyrrolidine-2-carboxamide CC([C@@H](C(=O)N1[C@@H](C[C@H](C1)O)C(=O)NC)N1N=NC=C1)(C)C